NCC1=NNC(C2=C(C=C(C=C12)C=1C=NN(C1C1=C(C2=CC=CC=C2C=C1)C#N)C)C(F)(F)F)=O 2-(4-(4-(aminomethyl)-1-oxo-8-(trifluoromethyl)-1,2-dihydrophthalazin-6-yl)-1-methyl-1H-pyrazol-5-yl)-1-naphthonitrile